(1r,4r)-4-((4-(4'-chloro-5'-oxo-5'H-spiro[cyclohexane-1,7'-indolo[1,2-a]quinazolin]-10'-yl)piperidin-1-yl)methyl)cyclohexane-1-carbaldehyde ClC=1C=2C(N=C3N(C2C=CC1)C1=CC(=CC=C1C31CCCCC1)C1CCN(CC1)CC1CCC(CC1)C=O)=O